COC=1C=C(C=CC1)C1=NN2C(=NC=3C=CC=C(C3C2=N1)C)N[C@@H]1C(NCCCC1)=O (3S)-3-{[2-(3-methoxyphenyl)-10-methyl-[1,2,4]triazolo[1,5-c]quinazolin-5-yl]amino}azepan-2-one